(3aR,6aS)-2,3a,6a-trimethyloctahydropyrrolo[3,4-c]pyrrole hydrochloride Cl.CN1C[C@@]2(CNC[C@@]2(C1)C)C